2-((3-butoxyadamantan-1-yl)amino)-1-(isoindolin-2-yl)ethan-1-one formate C(=O)O.C(CCC)OC12CC3(CC(CC(C1)C3)C2)NCC(=O)N2CC3=CC=CC=C3C2